(R)-7-(sec-butoxy)-N-(1-cyclopropyl-2-oxo-1,2-dihydropyridin-3-yl)-2-(1-methyl-2-oxabicyclo[2.1.1]hex-4-yl)imidazo[1,2-a]pyrimidine-6-carboxamide [C@@H](C)(CC)OC1=NC=2N(C=C1C(=O)NC=1C(N(C=CC1)C1CC1)=O)C=C(N2)C21COC(C2)(C1)C